N(=NN(C(=O)NC)C)N(C(=O)NC)C azodimethylurea